4-((4-aminophenyl)methyl)-2-butylaniline NC1=CC=C(C=C1)CC1=CC(=C(N)C=C1)CCCC